FC(C=1C(=NC=C(C1)N=C(C1=CC=CC=C1)C1=CC=CC=C1)N1N=CC(=N1)C(C)=O)F 1-(2-(3-(difluoromethyl)-5-((diphenylmethylene)amino)pyridin-2-yl)-2H-1,2,3-triazol-4-yl)ethan-1-one